C1[C@H]([C@@H]([C@H]([C@@H](O1)O[C@@H]2[C@H]([C@@H]([C@H](O[C@H]2O)C(=O)O)O)O)O)O)O The molecule is a glycosylglucopyranuronic acid that is beta-D-xylopyranose which is linked to beta-D-glucopyranuronic acid by a (1->2) glycosidic bond. It derives from a beta-D-xylose.